[Pd]=S palladium(II) sulfide